(S)-N-[(1R)-1-(6-ethoxypyridin-3-yl)-2,2-difluoro-2-(phenylsulfonyl)ethyl]-2-methylpropane-2-sulfinamide C(C)OC1=CC=C(C=N1)[C@H](C(S(=O)(=O)C1=CC=CC=C1)(F)F)N[S@@](=O)C(C)(C)C